(2R,3R,11bR)-3-(2,2-dimethylpropyl)-9-(ethoxy-d5)-10-methoxy-1H,2H,3H,4H,6H,7H,11bH-pyrido[2,1-a]isoquinolin-2-ol CC(C[C@H]1[C@@H](C[C@H]2N(CCC3=CC(=C(C=C23)OC)OC(C([2H])([2H])[2H])([2H])[2H])C1)O)(C)C